BrC=1C=CC=2N(C3=CC=C(C=C3SC2C1)Br)C(C)=O 3,7-dibromo-10-acetyl-phenothiazine